5-chloro-1-((5-(5-(difluoromethyl)-1,3,4-oxadiazole-2-yl)pyridine-2-yl)methyl)-3-(1-methylpiperidine-4-yl)-1,3-dihydro-2H-benzo[d]imidazole-2-one ClC1=CC2=C(N(C(N2C2CCN(CC2)C)=O)CC2=NC=C(C=C2)C=2OC(=NN2)C(F)F)C=C1